CS(=O)(=O)C(C)(C)C1=CC(=NC=C1)NC1=CC=NN1C1OCCCC1 4-(2-(methylsulfonyl)propan-2-yl)-N-(1-(tetrahydro-2H-pyran-2-yl)-1H-pyrazol-5-yl)pyridin-2-amine